C1(CCCC1)NC1=CC(=CC(=N1)N1C(C2=CC(=CC(=C2C1)C(F)(F)F)CNC1(CCC1)C)=O)C1(CC(C1)C)C1=NN=CN1C 2-(6-(cyclopentylamino)-4-((1s,3s)-3-methyl-1-(4-methyl-4H-1,2,4-triazol-3-yl)cyclobutyl)pyridin-2-yl)-6-(((1-methylcyclobutyl)amino)methyl)-4-(trifluoromethyl)isoindolin-1-one